[(1S)-3-ethoxy-1-methyl-3-oxo-propyl] 2-chloro-5-[3-chloro-5-(trifluoromethyl)-2-pyridyl]-benzoate ClC1=C(C(=O)O[C@H](CC(=O)OCC)C)C=C(C=C1)C1=NC=C(C=C1Cl)C(F)(F)F